N4-(cyclohexylmethyl)-N2-(3,5-dichlorophenyl)quinazoline-2,4-diamine C1(CCCCC1)CNC1=NC(=NC2=CC=CC=C12)NC1=CC(=CC(=C1)Cl)Cl